IC1=CC(=C(C=C1)C=1OC(=NN1)C1=NC(=CC(=C1)C)N1CC(CC1)C(F)(F)F)N1CCC2(CC2)CC1 2-(4-iodo-2-(6-azaspiro[2.5]octan-6-yl)phenyl)-5-(4-methyl-6-(3-(trifluoromethyl)pyrrolidin-1-yl)pyridin-2-yl)-1,3,4-oxadiazole